(6-chloro-4,5-dimethylpyridazin-3-yl)(pyridin-3-yl)methanol ClC1=C(C(=C(N=N1)C(O)C=1C=NC=CC1)C)C